N,N'-dicyclohexylbarbituric acid C1(CCCCC1)N1C(=O)N(C(=O)CC1=O)C1CCCCC1